(R)-4-isobutyl-6,6a,7,8,9,10-hexahydro-5H-pyrazino[1,2-a][1,8]naphthyridine C(C(C)C)C=1C=2CC[C@H]3N(C2N=CC1)CCNC3